trichloroS-triazine ClC1=NC(=NC(=N1)Cl)Cl